bromine n-butane CCCC.[Br]